OC1=C(C(=O)N)C=C(C=C1)\N=N\C1=CC=C(C=C1)S(NC1=NC=CC=C1)(=O)=O 2-Hydroxy-5-[(E)-2-{4-[(pyridine-2-yl)sulfamoyl]phenyl}diazen-1-yl]benzamide